4-(4-trifluoromethoxy-phenyl)-butan-2-one FC(OC1=CC=C(C=C1)CCC(C)=O)(F)F